N,N,N',N'-tetrakis(2-hydroxypropyl)-2,4,4-trimethylhexamethylenediamine OC(CN(CC(CC(CCN(CC(C)O)CC(C)O)(C)C)C)CC(C)O)C